C1(=CC=CC=C1)C1=NN=C(O1)S 5-phenyl-1,3,4-oxadiaZole-2-thiol